methylbis(trimethylsiloxy)silylisopentyl trimethoxycinnamate COC1=C(C(=C(C(=O)OC(CC(C)C)[Si](O[Si](C)(C)C)(O[Si](C)(C)C)C)OC)OC)C=CC=C1